C(C)C(CCNS(=O)(=O)C1=C(C=CC=C1)[N+](=O)[O-])(CC)NC(OC(C)(C)C)=O tert-butyl (3-ethyl-1-((2-nitrophenyl)sulfonamido)pentan-3-yl)carbamate